CN(CC[C@@H](C(C)(C)O)NC(=O)C1=C(C=C2C=NN(C2=C1)CC(C)C)OC1=C(C=C(C=C1)F)F)C (S)-5-(2,4-difluorophenoxy)-1-isobutyl-1H-indazole-6-carboxylic acid [1-(2-dimethylaminoethyl)-2-hydroxy-2-methylpropyl] amide